6-(4-aminopiperidin-1-yl)-2-(methylsulfonyl)-N-(3,4,5-trifluorophenyl)pyrimidin-4-amine NC1CCN(CC1)C1=CC(=NC(=N1)S(=O)(=O)C)NC1=CC(=C(C(=C1)F)F)F